ClC1=CC(=CC(=N1)OC=1C=C(C(=NC1)N1CCN(CC1)C(=O)OCCCC)F)C(=O)OC butyl 4-(5-((6-chloro-4-(methoxycarbonyl)pyridin-2-yl)oxy)-3-fluoropyridin-2-yl)piperazine-1-carboxylate